C(C=C)(=O)N1CC(CCC1)C1=C2C=3CC4(CC4)CCC3NC2=C(C=C1F)C(=O)N 5-(1-acryloyl-piperidine-3-yl)-6-fluoro-1,2,4,9-tetrahydrospiro[carbazole-3,1'-cyclopropane]-8-carboxamide